N-(6-mercapto-3-pyridyl)acetamide SC1=CC=C(C=N1)NC(C)=O